C1(C=C[C@@H](C\C=C/CC)O1)=O (R,Z)-2,6-Nonadien-4-olide